C(C)(=O)N1CC2=CC=CC=C2CC1 2-acetyl-1,2,3,4-tetrahydroisoquinoline